N-(2,4,6-trimethylphenyl)-N-methylpiperidinium CC1=C(C(=CC(=C1)C)C)[N+]1(CCCCC1)C